P-Menthen-9-Yl Acetate C(C)(=O)OCC(C1CC=C(CC1)C)C